(6-bromohexyl)dimethyl((1-(octyloxy)octyl)oxy)silane BrCCCCCC[Si](OC(CCCCCCC)OCCCCCCCC)(C)C